N-methyl-tyrosine CN[C@@H](CC1=CC=C(C=C1)O)C(=O)O